COC([C@@H](C1=C(C=CC(=C1)F)OC)N1N=C2C=C(C=CC2=C1)Br)=O |r| (2RS)-2-(6-Bromoindazol-2-yl)-2-(5-fluoro-2-methoxy-phenyl)acetic acid methyl ester